4-chloro-2-(3,3-difluorocyclobutoxy)-5-(4,4,5,5-tetramethyl-1,3,2-dioxaborolan-2-yl)aniline ClC1=CC(=C(N)C=C1B1OC(C(O1)(C)C)(C)C)OC1CC(C1)(F)F